O=C1NC(CCC1N1C(C2=CC=C(C=C2C1)N1CCC(CC1)C=O)=O)=O 1-[2-(2,6-dioxo-3-piperidyl)-1-oxo-isoindolin-5-yl]piperidine-4-carbaldehyde